Cl.NCC1=CC=C(C=C1)CN(C)C 1-(4-(aminomethyl)phenyl)-N,N-dimethyl-methanamine hydrochloride